ethyl 2-(2-((7-iodo-2-(methoxymethyl)benzofuran-5-yl)methoxy)-4-methylphenyl)acetate IC1=CC(=CC=2C=C(OC21)COC)COC2=C(C=CC(=C2)C)CC(=O)OCC